di-n-propyl 2-cyano-2,3-diisobutylsuccinate C(#N)C(C(=O)OCCC)(C(C(=O)OCCC)CC(C)C)CC(C)C